C[Sn](C=1SC=C(C1)CCCCCCCC)(C)C trimethyl-(4-octyl-thiophene-2-yl)stannane